4-hydroxy-N-[4-(4-methylthiazol-5-yl)benzyl]pyrrolidine-2-carboxamide OC1CC(NC1)C(=O)NCC1=CC=C(C=C1)C1=C(N=CS1)C